C1(CC1)C(=O)N1CCN(CC1)C1=NC=NC=2N(C3=CC(=CC=C3C21)S(=O)(=O)NC2(CC2)C)C=2SC(=NN2)C(F)F 4-(4-(cyclopropanoyl)piperazin-1-yl)-9-(5-(difluoromethyl)-1,3,4-thiadiazol-2-yl)-N-(1-methylcyclopropyl)-9H-pyrimido[4,5-b]indole-7-sulfonamide